ClC=1C=C2C(=NC1OC)C(=C(N2C)C2=NC(=NN2)CO)C=2C=NNC2 (5-(6-chloro-5-methoxy-1-methyl-3-(1H-pyrazol-4-yl)-1H-pyrrolo[3,2-b]pyridin-2-yl)-1H-1,2,4-triazol-3-yl)methanol